ClC1=C(C#N)C=CC(=C1)N1CC2(C[C@@H]1C)CCN(CC2)C2=CC=C(C=C2)C(=O)N2CCN(CC2)C2CN(C2)C=2C=C1CN(C(C1=CC2)=O)C2C(NC(CC2)=O)=O 2-chloro-4-((3S)-8-(4-(4-(1-(2-(2,6-dioxopiperidin-3-yl)-1-oxoisoindolin-5-yl)azetidin-3-yl)piperazine-1-carbonyl)phenyl)-3-methyl-2,8-diazaspiro[4.5]decan-2-yl)benzonitrile